CSC1=C(N=NN1C1=CC=CC=C1)C(=O)C1=CC=CC=C1 (5-(methylthio)-1-phenyl-1H-1,2,3-triazol-4-yl)(phenyl)methanone